3-CYCLOPROPYLPHENYLBORONIC ACID C1(CC1)C=1C=C(C=CC1)B(O)O